piperidinyl-carboxylic acid N1(CCCCC1)C(=O)O